C(C=C)(=O)O.C12=C(C=CC1)O2.C21=C(C=CC2)O1 epoxydicyclopentadiene acrylate